[K+3].FC(S(=O)(=O)O)(F)F trifluoromethanesulfonic acid potassium (III)